C(=O)(OC(C)(C)C)N1C(COCC1)=O Bocmorpholone